ClC1=C(C(=CC=N1)C=1C=NC2=CC=CC=C2C1)C 3-(6-chloro-5-methylpyridin-4-yl)quinoline